ethyl 2-(furan-2-ylmethylene)-4,4-diethoxybutyrate O1C(=CC=C1)C=C(C(=O)OCC)CC(OCC)OCC